C(C1=CC(C(=O)OC=C)=CC(C(=O)OC=C)=C1)(=O)OC=C trivinyl trimesate